O1C2=C(OCC1)C=C(C=C2)C(C)=O 1-(2,3-dihydrobenzo[b][1,4]dioxin-6-yl)ethanone